C(C)(=O)NC1=CC=NN1C1=NN=C(S1)NC(=O)C1=CC(=C(C(O1)=O)OCCOC)C1=C(C=CC=C1OC)CC#N N-(5-(5-acetamido-1H-pyrazol-1-yl)-1,3,4-thiadiazol-2-yl)-4-(2-(cyanomethyl)-6-methoxyphenyl)-3-(2-methoxyethoxy)-2-oxo-2H-pyran-6-carboxamide